N-(4-bromo-6-fluoropyridin-3-yl)-3-fluoropyridin-2-amine BrC1=C(C=NC(=C1)F)NC1=NC=CC=C1F